dioctyl-sulfosuccinic acid, sodium salt [Na+].C(CCCCCCC)C(C(C(=O)[O-])S(=O)(=O)[O-])(C(=O)[O-])CCCCCCCC.[Na+].[Na+]